BIS(2-hydroxyethyl)amino(trihydroxymethyl)methane cobalt (III) [Co+3].OCCC(C(O)(O)O)(N)CCO